7-(3-cyanobenzyl)-4-(4-fluorobenzyl)-6,7,8,9-tetrahydroimidazo[1,2-a]pyrido[3,4-e]pyrimidin-5(4H)-one C(#N)C=1C=C(CN2CC=3C(N(C=4N(C3CC2)C=CN4)CC4=CC=C(C=C4)F)=O)C=CC1